thiocarbamoyl-2-isopropyl-4-methylbenzoate C(N)(=S)OC(C1=C(C=C(C=C1)C)C(C)C)=O